1-azabenzoylAnthracene C(N1CC=CC=C1)(=O)C1=CC=CC2=CC3=CC=CC=C3C=C12